4-methoxyphenylchlorosilane COC1=CC=C(C=C1)[SiH2]Cl